COC([C@@H](CC1=C(C(=CC=C1)F)Br)NC(=O)OCC1=CC=CC=C1)=O.C(CCCC)NC=1C=NC2=CC=CC=C2N1 3-(n-pentylamino)quinoxaline Methyl-(R)-2-(((benzyloxy)carbonyl)amino)-3-(2-bromo-3-fluorophenyl)propanoate